methyl 2-hydroxy-4-methylnicotinate OC1=C(C(=O)OC)C(=CC=N1)C